4-(7-((R)-3-aminopiperidin-1-yl)-3-(4-(3-(dimethylamino)pyrrolidin-1-yl)-2-fluorophenyl)-3H-imidazo[4,5-b]pyridin-2-yl)-2-fluorobenzonitrile N[C@H]1CN(CCC1)C1=C2C(=NC=C1)N(C(=N2)C2=CC(=C(C#N)C=C2)F)C2=C(C=C(C=C2)N2CC(CC2)N(C)C)F